5-[(2S,6R)-4-[6-(difluoromethyl)-7-methyl-4-[3-(trifluoromethyl)-1-bicyclo[1.1.1]pentanyl]pteridin-2-yl]-6-methyl-morpholin-2-yl]-1-methyl-pyridin-2-one FC(C=1N=C2C(=NC(=NC2=NC1C)N1C[C@@H](O[C@@H](C1)C)C=1C=CC(N(C1)C)=O)C12CC(C1)(C2)C(F)(F)F)F